triphosphat [O-]P([O-])(=O)OP(=O)([O-])OP(=O)([O-])[O-]